2-((dimethylamino)methyl)acrylic acid CN(C)CC(C(=O)O)=C